C(C)OC(=O)C1=C(N(C(=C(C1=O)Br)CN1N=C(C=C1)C(F)(F)F)CC)C1=CC(=C(C=C1)Cl)Cl 5-bromo-2-(3,4-dichlorophenyl)-1-ethyl-4-oxo-6-[[3-(trifluoromethyl)pyrazol-1-yl]methyl]pyridine-3-carboxylic acid ethyl ester